CC1(N(C1)S(=O)(=O)C=1C=CC(=C2CC(C(C12)=O)F)F)C 7-((2,2-dimethylazacyclopropan-1-yl)sulfonyl)-2,4-difluoro-2,3-dihydro-1H-inden-1-one